O=C1NC(CCC1N1C(N(C2=C1C=CC=C2C#CCN2C[C@@H](OCC2)CNC(OC(C)(C)C)=O)C)=O)=O Tert-butyl N-[[(2S)-4-[3-[1-(2,6-dioxo-3-piperidyl)-3-methyl-2-oxo-benzimidazol-4-yl]prop-2-ynyl]morpholin-2-yl]methyl]carbamate